CC=1C=CC(=NC1)NC1=NC=CC=N1 N-(5-methylpyridin-2-yl)pyrimidin-2-amine